CN(C1=NC2=CC=C(C=C2C=N1)/C=C/C=1C=NC(NC1)=O)C1CCNCC1 (E)-5-(2-(2-(methyl(piperidin-4-yl)amino)quinazolin-6-yl)vinyl)pyrimidin-2(1H)-one